(S)-2-(2-((2,5-bis(trifluoromethyl)pyrazolo[1,5-a]pyrimidin-7-yl)amino)-1-(4-fluorophenyl)ethyl)-7-oxa-2,5-diazaspiro[3.4]octan-6-one FC(C1=NN2C(N=C(C=C2NC[C@H](C2=CC=C(C=C2)F)N2CC3(C2)NC(OC3)=O)C(F)(F)F)=C1)(F)F